6-(2-(1-Methyl-1H-pyrazol-5-yl)cyclobutyl)-4-oxo-1-(1-(6-(trifluoromethyl)pyridin-3-yl)ethyl)-4,5-dihydro-1H-pyrazolo[3,4-d]pyrimidin-3-carbonitril CN1N=CC=C1C1C(CC1)C=1NC(C2=C(N1)N(N=C2C#N)C(C)C=2C=NC(=CC2)C(F)(F)F)=O